C(C1=CC=CC=C1)OC(=O)[C@H]1N(C[C@](C1)(COC)F)C(CNC(CCCOC1=CC=CC=C1)=O)=O (2S,4R)-4-fluoro-4-(methoxymethyl)-1-((4-phenoxybutyryl)glycyl)-pyrrolidine-2-carboxylic acid benzyl ester